tert-butyl N-[5-({2-[(tert-butoxycarbonyl)aminosulfonyl]-5-({5-[3-hydroxycyclopentyl]pyrimidin-2-yl}amino)phenyl}amino)pentyl]carbamate C(C)(C)(C)OC(=O)NS(=O)(=O)C1=C(C=C(C=C1)NC1=NC=C(C=N1)C1CC(CC1)O)NCCCCCNC(OC(C)(C)C)=O